1-(4-(4-AMINO-7-CYCLOPROPYL-7H-PYRROLO[2,3-D]PYRIMIDIN-5-YL)BENZOFURAN-7-YL)-3-(5-(1-(TRIFLUOROMETHYL)CYCLOPROPYL)ISOXAZOL-3-YL)UREA NC=1C2=C(N=CN1)N(C=C2C2=CC=C(C1=C2C=CO1)NC(=O)NC1=NOC(=C1)C1(CC1)C(F)(F)F)C1CC1